CC/C=C\\CC(/C=C/C=CCC=C/C=C\\C(CCCCCC(=O)O)O)O The molecule is a dihydroxydocosapentaenoic acid (DiHDPE) that is (8Z,15E,19Z)-docosa-8,10,13,15,19-pentaenoic acid carrying two hydroxy substituents at positions 7 and 17. An intermediate of specialized proresolving mediators It has a role as a specialised pro-resolving mediator and a human xenobiotic metabolite. It is a conjugate acid of a 7,17-dihydroxy-(8Z,15E,19Z)-docosa-8,10,13,15,19-pentaenoate.